(+-)-(1S,3S,4S)-3-fluoro-4-hydroxycyclopentane-1-carboxylic acid ethyl ester C(C)OC(=O)[C@@H]1C[C@@H]([C@H](C1)O)F |r|